C(C1=CC=CC=C1)OC(N(C)CCN[C@@H](CO[Si](C1=CC=CC=C1)(C1=CC=CC=C1)C(C)(C)C)CC#CC)=O (2-{[(2R)-1-[(tert-butyldiphenylsilyl)oxy]Hex-4-yn-2-yl]Amino}ethyl)-N-methylcarbamic acid benzyl ester